6-(4,4-difluoropiperidin-1-yl)-2,7-dimethylpyrido[3,4-d]pyrimidin-8(7H)-one FC1(CCN(CC1)C1=CC2=C(N=C(N=C2)C)C(N1C)=O)F